4-(3-(4-(((tert-butoxycarbonyl)(2-phenylcyclopropyl)amino)methyl)-2-oxopiperidin-1-yl)propyl)benzoic Acid C(C)(C)(C)OC(=O)N(C1C(C1)C1=CC=CC=C1)CC1CC(N(CC1)CCCC1=CC=C(C(=O)O)C=C1)=O